5-(((tert-butyldimethyl-silyl)oxy)methyl)-2-hydroxybenzaldehyde C(C)(C)(C)[Si](OCC=1C=CC(=C(C=O)C1)O)(C)C